C1(CCC1)NC1=NC(=NC(=N1)NC=1C=NC=C(C1)F)C1=C(C=CC=C1)F N-cyclobutyl-6-(2-fluoro-phenyl)-N'-(5-fluoro-pyridin-3-yl)-[1,3,5]Triazine-2,4-diamine